BrC1=C(N=C(S1)C1=CC=C(C=C1)N1CCCC1)C 5-bromo-4-methyl-2-(4-(pyrrolidin-1-yl)phenyl)thiazole